CN1C=CC=CC=C1 N-methylazepine